tert-butyl ((3S,4S)- and (3R,4R)-4-((5-((tert-butoxycarbonyl)amino)-1-cyclobutyl-3-methyl-1H-pyrazol-4-yl)ethynyl)tetrahydrofuran-3-yl)carbamate C(C)(C)(C)OC(=O)NC1=C(C(=NN1C1CCC1)C)C#C[C@H]1[C@@H](COC1)NC(OC(C)(C)C)=O |r|